N-((hexahydrocyclopenta[c]pyrrol-2(1H)-yl)carbamoyl)-6,7-dihydro-5H-pyrazolo[5,1-b][1,3]oxazine-3-sulfonamide C1N(CC2C1CCC2)NC(=O)NS(=O)(=O)C=2C=NN1C2OCCC1